(7S)-2-[4-(2-methoxyphenoxy)phenyl]-7-(piperazin-1-yl)-4,5,6,7-tetrahydro-2H-pyrazolo[4,3-b]pyridine-3-carboxamide COC1=C(OC2=CC=C(C=C2)N2N=C3C(NCC[C@@H]3N3CCNCC3)=C2C(=O)N)C=CC=C1